(E)-N'-cinnamoyl-3-(3-methoxyphenyl)acrylohydrazide lithium 4-[(tert-butoxycarbonylamino)methyl]-6-(4-tert-butylphenyl)-2-methyl-pyridine-3-carboxylate C(C)(C)(C)OC(=O)NCC1=C(C(=NC(=C1)C1=CC=C(C=C1)C(C)(C)C)C)C(=O)[O-].[Li+].C(C=CC1=CC=CC=C1)(=O)NNC(\C=C\C1=CC(=CC=C1)OC)=O